C(C)(C)(C)OC(=O)N1C(CC(C(C1)C)N)C 4-amino-2,5-dimethylpiperidine-1-carboxylic acid tert-butyl ester